OCC1=CC(=NN1)NC=1C2=C(N=C(N1)N(C1CC3CCCC(C1)N3C(=O)OC(C)(C)C)C)SC=C2 tert-butyl (3-exo)-3-((4-((5-(hydroxymethyl)-1H-pyrazol-3-yl) amino) thieno[2,3-d]pyrimidin-2-yl) (methyl) amino)-9-azabicyclo[3.3.1]nonane-9-carboxylate